(S)-oxetane-2-carboxylic acid methyl ester COC(=O)[C@H]1OCC1